2-(3-bromophenyl)-5-chloro-7-methylbenzofuran BrC=1C=C(C=CC1)C=1OC2=C(C1)C=C(C=C2C)Cl